NC(CC(=O)O)C(NCC(C(OC(C)C)=O)C)=O 3-amino-3-{[2-methyl-3-oxo-3-(prop-2-yloxy)propyl]carbamoyl}propanoic acid